1-chloro-3-(2-isothiocyanatopropane-2-yl)benzene ClC1=CC(=CC=C1)C(C)(C)N=C=S